5-amino-3-(2-(4-(2-fluoro-4-(((3R,4R)-4-hydroxytetrahydrofuran-3-yl)oxy)phenyl)piperazin-1-yl)ethyl)-8-(furan-2-yl)thiazolo[5,4-e][1,2,4]triazolo[1,5-c]pyrimidin NC1=NC2=C(C=3N1N=C(N3)C=3OC=CC3)SCN2CCN2CCN(CC2)C2=C(C=C(C=C2)O[C@@H]2COC[C@H]2O)F